N-(4-fluorophenyl)-6-(pyrrolidin-1-yl)-9H-purin-2-amine FC1=CC=C(C=C1)NC1=NC(=C2N=CNC2=N1)N1CCCC1